tert-butyl (S)-2-[4-[4-[(2,6-dioxo-3-piperidyl)amino]phenyl]-1-piperidyl]acetate O=C1NC(CC[C@@H]1NC1=CC=C(C=C1)C1CCN(CC1)CC(=O)OC(C)(C)C)=O